ClC1=NC(=NC(=N1)N[C@@H](CO)CC(C)C)CC(C)C1=CC=C(C=C1)CC#N 2-(4-(1-(4-chloro-6-(((R)-1-hydroxy-4-methylpentan-2-yl)amino)-1,3,5-triazin-2-yl)propan-2-yl)phenyl)acetonitrile